[B].[Co].[Rb] rubidium cobalt boron